N1=NN=NC1=S 5H-tetrazole-5-thion